1-(methylsulfonyl)-3,6-Dihydropyridin CS(=O)(=O)N1CCC=CC1